NC1=C(SC=2N=C(N=CC21)C)C(=O)NC2CC=1C=CC(=NC1CC2)N2CC(C(C2)OCC(C)(C)OC)N 5-amino-N-{2-[3-amino-4-(2-methoxy-2-methylpropoxy)pyrrolidin-1-yl]-5,6,7,8-tetrahydroquinolin-6-yl}-2-methylthieno[2,3-d]pyrimidine-6-carboxamide